[bis[2-[bis(phosphonomethyl)amino]ethyl]amino]methylphosphonic acid dialuminum salt [Al+3].[Al+3].P(=O)(O)(O)CN(CCN(CCN(CP(=O)(O)O)CP(=O)(O)O)CP([O-])([O-])=O)CP(=O)(O)O.P(=O)(O)(O)CN(CP(=O)(O)O)CCN(CCN(CP(=O)(O)O)CP(=O)(O)O)CP([O-])([O-])=O.P(=O)(O)(O)CN(CP(=O)(O)O)CCN(CCN(CP(=O)(O)O)CP(=O)(O)O)CP([O-])([O-])=O